BrC(CCOC1=C(C=C(C=C1Br)C(C)(C)C1=CC(=C(C(=C1)Br)OCCC(Br)Br)Br)Br)Br 2,2-bis[4-(3,3-dibromopropoxyl)-3,5-dibromophenyl]propane